Fluoro-Phosphite P([O-])([O-])F